di-tert-butyl ((1S,2S)-cyclopentane-1,2-diyl)bis(methylcarbamate) [C@H]1([C@H](CCC1)N(C(OC(C)(C)C)=O)C)N(C(OC(C)(C)C)=O)C